C1(CCCCC1)CNS(=O)(=O)C=1C=C(C=CC1C)NC(CN1N=CC(=C(C1=O)Cl)Cl)=O N-(3-(N-(cyclohexylmethyl)sulfamoyl)-4-methylphenyl)-2-(4,5-dichloro-6-oxopyridazin-1(6H)-yl)acetamide